tert-Butyl 4-(4-amino-5-ethoxy-2-methylphenyl)piperidine-1-carboxylate NC1=CC(=C(C=C1OCC)C1CCN(CC1)C(=O)OC(C)(C)C)C